3-pentadecanethiol CCC(CCCCCCCCCCCC)S